5a-cholesta-8,24-dien-3β-ol CC(C)=CCC[C@@H](C)[C@H]1CC[C@H]2C=3CC[C@H]4C[C@H](CC[C@]4(C)C3CC[C@]12C)O